5-oxo-uracil O=C1C(NC(N=C1)=O)=O